FC=1C=C(C(=O)NC)C=C(C1)CN1C(C2=CC=C(C=C2C=C1)C1=CC=NN1C)=O 3-fluoro-N-methyl-5-((6-(1-methyl-1H-pyrazol-5-yl)-1-oxoisoquinolin-2(1H)-yl)methyl)benzamide